BrC=1C=C2CN3[C@@H](C2=CC1)CNC[C@H]3C (4R,10bS)-8-bromo-4-methyl-1,2,3,4,6,10B-hexahydropyrazino[2,1-a]isoindole